C(C1=CC=CC=C1)N1CC(CC1)N 1-benzyl-pyrrolidin-3-amine